3-[bis-(2-hydroxyethyl)-amino]-benzoic acid OCCN(C=1C=C(C(=O)O)C=CC1)CCO